COC(=O)C1CN(C2=C(C=C1)C=C(C=C2)OC)N2N=C(C=C2)O 7-methoxy(3-hydroxy-1H-pyrazolyl)-2,3-dihydro-1H-benzazepine-3-Carboxylic acid methyl ester